1-[4-(3-methoxy-1-methyl-1H-pyrazol-4-yl)phenyl]methylamine COC1=NN(C=C1C1=CC=C(C=C1)CN)C